CN(CCN(CCN)C(=O)OC(C)(C)C)C N,N-dimethyl-N'-tert-butoxycarbonyl-diethylenetriamine